C(CCC)OC(C1=C(C=CC=C1)C1=NC(=NC=C1C)NC=1C=NN(C1)C1CC(OC(C1)C)C)=O (2-((1-(cis-2,6-dimethyltetrahydro-2H-pyran-4-yl)-1H-pyrazol-4-yl)amino)-5-methylpyrimidin-4-yl)benzoic acid butyl ester